(2r,5s)-1-(bis(4-fluorophenyl)methyl)-2,5-dimethylpiperazine HCl salt Cl.FC1=CC=C(C=C1)C(N1[C@@H](CN[C@H](C1)C)C)C1=CC=C(C=C1)F